(2R,3R,4S)-2-(2-chloro-6-(((S)-1,2,3,4-tetrahydronaphthalen-1-yl)amino)-9H-purin-9-yl)tetrahydrothiophene-3,4-diol ClC1=NC(=C2N=CN(C2=N1)[C@@H]1SC[C@H]([C@H]1O)O)N[C@H]1CCCC2=CC=CC=C12